OC=1C(=NC=CC1OC)C(=O)N[C@H](C(=O)OC(C)C1(C(C1)C1=CC=CC=C1)C1=CC=CC2=CC=CC=C12)C 1-[1-(1-naphthyl)-2-phenyl-cyclopropyl]-ethyl (2S)-2-[(3-hydroxy-4-methoxy-pyridine-2-carbonyl)-amino]propanoate